3-((4-(2-(((3-(2,4-dioxotetrahydropyrimidin-1(2H)-yl)pyridin-4-yl)methyl)(methyl)amino)-4-methylthiazol-5-yl)-5-fluoropyrimidin-2-yl)amino)benzenesulfonamide O=C1N(CCC(N1)=O)C=1C=NC=CC1CN(C=1SC(=C(N1)C)C1=NC(=NC=C1F)NC=1C=C(C=CC1)S(=O)(=O)N)C